tert-Butyl 6-(4-bromo-5-methyl-pyrazol-1-yl)-2-azaspiro[3.3]heptane-2-carboxylate BrC=1C=NN(C1C)C1CC2(CN(C2)C(=O)OC(C)(C)C)C1